COC1=CC=C(C=C1)/C(=C\C1=CC=C(C=C1)OC)/C1=NC2=CC=CC=C2C=C1 (E)-2-(1,2-bis(4-methoxyphenyl)vinyl)quinoline